5,6-epoxy-cholestan CC(C)CCC[C@@H](C)[C@H]1CC[C@H]2[C@@H]3CC4C5(CCCC[C@]5(C)[C@H]3CC[C@]12C)O4